[Na+].[Na+].CC1C(C(CCC1)C(=O)[O-])C(=O)[O-] 3-methylcyclohexane-1,2-dicarboxylic acid disodium salt